N-(2,4-dimethylphenyl)-N-methylformamidine CC1=C(C=CC(=C1)C)N(C=N)C